[Eu].ClC1=C(C(=CC=C1)Cl)COC=1C=CC(=NC1)NC([C@@H](CO)NC(C)=O)=O (2R)-N-{5-[(2,6-dichlorophenyl)methoxy]pyridin-2-yl}-2-acetamido-3-hydroxypropanamide Europium